2-methoxy-4-((4-methylpiperazin-1-yl)methyl)aniline COC1=C(N)C=CC(=C1)CN1CCN(CC1)C